C(=O)C=1C=CC(=C(C#N)C1)B1OC(C(O1)(C)C)(C)C 5-formyl-2-(4,4,5,5-tetramethyl-1,3,2-dioxaborolan-2-yl)benzonitrile